N1CC(C(C1)C(=O)O)C(=O)O pyrrolidine-3,4-dicarboxylic acid